N-[(3R)-2,3,4,9-tetrahydro-1H-carbazol-3-yl]-2-thiazol-2-yl-7,8-dihydro-6H-pyrimido[5,4-b][1,4]oxazin-4-amine C1C[C@H](CC=2C3=CC=CC=C3NC12)NC1=NC(=NC2=C1OCCN2)C=2SC=CN2